FC=1C=CC(=C2C(=CNC12)CCN(C(C)C)C(C)C)OC N-(2-(7-fluoro-4-methoxy-1H-indol-3-yl)ethyl)-N-isopropylpropan-2-amine